C(C1=CC=CC=C1)N([C@]1(CN(CCC1)C(=O)OC(C)(C)C)C)C tert-Butyl (R)-3-(benzyl(methyl)amino)-3-methylpiperidine-1-carboxylate